N-hydroxy-4-(1-(4-(methylsulfonyl)phenyl)ethyl)-3-oxo-3,4-dihydro-2H-benzo[b][1,4]oxazine-6-carboxamide ONC(=O)C1=CC2=C(OCC(N2C(C)C2=CC=C(C=C2)S(=O)(=O)C)=O)C=C1